6-cyclopropyl-pyrrolo[3,2-c]pyridine-3-carbonitrile C1(CC1)C1=CC2=C(C=N1)C(=CN2)C#N